COC1=CC=C(CN2CC(C2)S(=O)(=O)N2C3=C(OCC2)C(=CN=C3)C3=CC=C(C#N)C=C3)C=C1 4-(4-((1-(4-methoxybenzyl)azetidin-3-yl)sulfonyl)-3,4-dihydro-2H-pyrido[4,3-b][1,4]oxazin-8-yl)benzonitrile